FC(C(=O)C1=CC=CC=C1)(C(C=CC1=CC=C(C=C1)OC)C1=CC=C(C=C1)OC)F 2,2-difluoro-3,5-bis(4-methoxyphenyl)-1-phenylpent-4-en-1-one